5-methoxy-3-(4,4,5,5-tetramethyl-1,3,2-dioxa-borolan-2-yl)pyridine-2-carbonitrile COC=1C=C(C(=NC1)C#N)B1OC(C(O1)(C)C)(C)C